C(CC)OC1=C(C=C(C=2OPOC3=C(C21)C=C(C=C3C(C)(C)C)C(C)(C)C)C(C)(C)C)C(C)(C)C propoxy-2,4,8,10-tetra-t-butyldibenzo[d,f][1,3,2]dioxaphosphepin